CP(C=1C=C(C=CC1)C1=CC(=CC=C1)C1=NC(=NC(=N1)C1=CC=CC=C1)C1=CC(=CC=C1)C1(C2=CC=CC=C2C=2C=CC=CC12)C1=CC=CC=C1)(C)=O Dimethyl-(3'-(4-phenyl-6-(3-(9-phenyl-9H-fluoren-9-yl)phenyl)-1,3,5-triazin-2-yl)-[1,1'-biphenyl]-3-yl)phosphine oxide